tert-butyl 4-(4-fluoro-3-formylphenyl)piperazin-1-carboxylate FC1=C(C=C(C=C1)N1CCN(CC1)C(=O)OC(C)(C)C)C=O